6,12-bis-(1H-indazol-5-yl)-2-(5-{2-oxa-6-azaspiro[3.3]heptan-6-yl}pentyl)-9-oxa-2,4-diazatricyclo[8.4.0.0^{3,8}]tetradeca-1(10),3(8),4,6,11,13-hexaene N1N=CC2=CC(=CC=C12)C=1C=NC=2N(C=3C=CC(=CC3OC2C1)C=1C=C2C=NNC2=CC1)CCCCCN1CC2(COC2)C1